FC=1C=C(C=C(C1)F)CC(=O)NC1=CC(=C(C=C1)C)N1CC2=C(N=C(N=C2)NCC=2OC=CC2)C2(C1=O)CC2 2-(3,5-difluorophenyl)-N-(3-(2'-((furan-2-ylmethyl)amino)-7'-oxo-5'H-spiro[cyclopropane-1,8'-pyrido[4,3-d]pyrimidine]-6'(7'H)-yl)-4-methylphenyl)acetamide